O1CCN(CC1)C1=CC(=NC=N1)N1CCC2(CN(CCO2)C2=CC=CC=C2)CC1 9-(6-Morpholinopyrimidin-4-yl)-4-phenyl-1-oxa-4,9-diazaspiro[5.5]undecane